CN1C([C@@H]2N(C3=C1N=C(C=N3)C(F)(F)F)CCNC2)=O (R)-5-methyl-3-(trifluoromethyl)-7,8,9,10-tetrahydro-5H-dipyrazino[1,2-a:2',3'-e]pyrazin-6(6aH)-one